NC1=NC=CC=C1C1=NC=2C(=NC(=CC2)C2=C(C=CC=C2)F)N1C1=CC=C(C=C1)[C@@H]1CN(CC1)C[C@@H]1CC[C@H](CC1)C(=O)OC trans-methyl 4-[[(3R)-3-[4-[2-(2-amino-3-pyridyl)-5-(2-fluorophenyl)imidazo[4,5-b]pyridin-3-yl]phenyl]pyrrolidin-1-yl]methyl]cyclohexanecarboxylate